[Cl-].ClC1=CC=C(C=C1)C1C(CCN(N1S(=O)(=O)N1CC(CCC1)(F)F)C=NO)C1=CC=CC=C1 (2E)-6-(4-chlorophenyl)-N-[(3,3-difluoro-1-piperidinyl)sulfonyl]-5-phenyl-4,5-dihydro-3H-pyridazine-2-carbaldehyde oxime chloride